C(CCCCCCCCCCC)NC(CCC(=O)NCCCCCCN(C)C)=O N-dodecyl-N'-[6-(dimethylamino)hexyl]-succinic acid diamide